C(C)N(CC)C[Si](C1=CC=C(C=C1)C(=C)C1=CC=CC=C1)(OC)OC 1-[4-(diethylaminomethyldimethoxysilyl)phenyl]-1-phenylethylene